2,7-dihydroxy-1-(4-hydroxybenzyl)-4-methoxy-phenanthrene OC1=C(C=2C=CC3=CC(=CC=C3C2C(=C1)OC)O)CC1=CC=C(C=C1)O